3-(3,4-dihydroisoquinolin-2(1H)-yl)propan-2-ol Tert-butyl-(1R,3S,5S)-3-hydroxy-8-azabicyclo[3.2.1]Octane-8-carboxylate C(C)(C)(C)[C@]12C[C@H](C[C@H](CC1)N2C(=O)OC(C)CN2CC1=CC=CC=C1CC2)O